NC1=C2N=C(N(C2=NC(=N1)OCC)CC1=C(C=C(C=C1)CNCC1=CC=C(C=C1)CN1CCOCC1)OC)O 6-amino-2-ethoxy-9-(2-methoxy-4-(((4-(morpholinomethyl)benzyl)amino)-methyl)benzyl)-9H-purin-8-ol